2-((4-(7-(4-(((1S,4S)-2,5-diazabicyclo[2.2.1]heptan-2-yl)sulfonyl)benzyl)-2,7-Diazaspiro[3.5]nonan-2-yl)pyrimidin-5-yl)oxy)-5-fluoro-N,N-diisopropylbenzamide hydrochloride Cl.[C@@H]12N(C[C@@H](NC1)C2)S(=O)(=O)C2=CC=C(CN1CCC3(CN(C3)C3=NC=NC=C3OC3=C(C(=O)N(C(C)C)C(C)C)C=C(C=C3)F)CC1)C=C2